CN(CCC1(C(C=C(C(=C1)F)NC=1N=C(C2=C(N1)NC=C2)C2=CN(C1=CC=CC(=C21)F)C)N)NCC)C 1-(2-(dimethylamino)ethyl)-N1-ethyl-5-fluoro-N4-(4-(4-fluoro-1-methyl-1H-indol-3-yl)-7H-pyrrolo[2,3-d]pyrimidin-2-yl)benzene-1,2,4-triamine